CC(CC(=O)OC[C@H]1O[C@@]([C@@H]([C@@H]1OC(CC)=O)O)(C#N)C1=CC=C2C(=NC=NN21)N)C ((2R,3S,4R,5R)-5-(4-aminopyrrolo[2,1-f][1,2,4]triazin-7-yl)-5-cyano-4-hydroxy-3-(propionyloxy)tetrahydrofuran-2-yl)methyl 3-methylbutanoate